C(CCCCCCC\C=C/CCCCCCCC)C(C(=O)N)CCCCCCCC\C=C/CCCCCCCC dioleylacetamide